Cl.C(C)(C)NCC(=O)NC1=CC(N(C=C1)C)=O 2-(isopropylamino)-N-(1-methyl-2-oxo-1,2-dihydropyridin-4-yl)acetamide hydrochloride